C1(CC(=O)OC(C2=C(C3=C(OC(O3)CC)C(=C2)OC)CC)O1)=O diethyl-((7-methoxybenzo[d][1,3]dioxol-5-yl) methylene) malonate